trishydroxymethyl-aminomethane, calcium salt [Ca].OCC(N)(CO)CO